N-butyl-N-acetylneuraminic acid C(CCC)N([C@@H]1[C@H](CC(C(O)=O)(O)O[C@H]1[C@H](O)[C@H](O)CO)O)C(C)=O